N-((7-(5-(difluoromethyl)-1,3,4-oxadiazol-2-yl)imidazo[1,2-a]pyridin-2-yl)methyl)-N-(3-fluorophenyl)-1-(pyridin-2-yl)azetidine-3-carboxamide FC(C1=NN=C(O1)C1=CC=2N(C=C1)C=C(N2)CN(C(=O)C2CN(C2)C2=NC=CC=C2)C2=CC(=CC=C2)F)F